Cl.FC(C1=CC=CC(=N1)NC(=O)C1=CC2=CN(N=C2C=C1OC(C)C)C1CCNCC1)F N-[6-(difluoromethyl)-2-pyridinyl]-6-isopropoxy-2-(4-piperidinyl)indazole-5-carboxamide HCl salt